Methyl-3-(naphthalen-2-yloxy)propan-1-ol CC(CCOC1=CC2=CC=CC=C2C=C1)O